2-{[2-(1-Fluoro-cyclopropyl)-4-(3-methoxy-3,4,5,6-tetrahydro-2H-[4,4']bipyridinyl-1-yl)-quinazolin-6-yl]-methyl-amino}-ethanol FC1(CC1)C1=NC2=CC=C(C=C2C(=N1)N1CC(C(CC1)C1=CC=NC=C1)OC)N(CCO)C